Cl.FC1=C(C=CC(=C1)C(F)(F)F)C=1C(=NC(=NC1)N[C@H]1CNCCC1)C (R)-5-(2-fluoro-4-(trifluoromethyl)phenyl)-4-methyl-N-(piperidin-3-yl)pyrimidin-2-amine, hydrochloride salt